CN(C)CC1=C(C=C(C=C1)NC(OC1=CC=CC=C1)=O)C(F)(F)F phenyl (4-((dimethylamino)methyl)-3-(trifluoromethyl)phenyl)carbamate